3-[1-oxo-5-[4-(prop-2-yn-1-yl)piperazin-1-yl]-2,3-dihydro-1H-isoindol-2-yl]Piperidine-2,6-dione O=C1N(CC2=CC(=CC=C12)N1CCN(CC1)CC#C)C1C(NC(CC1)=O)=O